5-chloro-N-((1r,4r)-4-((4,6-difluoro-3-(2-fluorophenyl)-3-hydroxy-2-oxoindolin-1-yl)methyl)cyclohexyl)-2-(difluoromethyl)nicotinamide ClC=1C=NC(=C(C(=O)NC2CCC(CC2)CN2C(C(C3=C(C=C(C=C23)F)F)(O)C2=C(C=CC=C2)F)=O)C1)C(F)F